Pentacosan-13-Ol CCCCCCCCCCCCC(CCCCCCCCCCCC)O